4-(1,1'-biphenyl)boronic acid C1(=CC=C(C=C1)B(O)O)C1=CC=CC=C1